(S)-6-(1-amino-1,3-dihydrospiro[indene-2,4'-piperidine]-1'-yl)-3-(1-(3-chloro-2-fluoropyridin-4-yl)vinyl)-1H-pyrazole N[C@@H]1C2=CC=CC=C2CC12CCN(CC2)C2=CC(=C(C(=N2)F)Cl)C(=C)C2=NNC=C2